BrC1C(=O)OCC1 alpha-bromo-gamma-butyrolactone